2,6-dibromo-1-[(2-ethoxy)ethoxy]benzene BrC1=C(C(=CC=C1)Br)OCCOCC